2-(4-ethylphenyl)-2,3-dihydro-1H-isoindol-1-one C(C)C1=CC=C(C=C1)N1C(C2=CC=CC=C2C1)=O